IC1=CC=C(C=C1)C1=C(C(=NS1)C)NC(O[C@H](C)C=1C(=NC=CC1)Cl)=O (R)-1-(2-chloropyridin-3-yl)ethyl (5-(4-iodophenyl)-3-methylisothiazol-4-yl)carbamate